N1=C(C=CC=C1)NC1=C(C(=NN1)C1=CC=C(C=C1)NS(=O)(=O)CC1=CC=C(C=C1)C)C(=O)N 5-(pyridin-2-ylamino)-3-(4-((p-tolylmethyl)sulfonamido)phenyl)-1H-pyrazole-4-carboxamide